furancarboxylic acid, methyl ester O1C(=CC=C1)C(=O)OC